2-phenyl-1H-pyrrolo[2,3-b]pyridin-5-amine C1(=CC=CC=C1)C1=CC=2C(=NC=C(C2)N)N1